NC1=CC=CC(=N1)S(=O)(=O)NC(=O)C=1C(=NC=C(C1)C1=CC(=CC=C1)Cl)N1C(CC(C1)C)(C)C N-[(6-Amino-2-pyridyl)sulfonyl]-5-(3-chlorophenyl)-2-(2,2,4-trimethylpyrrolidin-1-yl)pyridin-3-carboxamid